1-(cyclopent-3-en-1-yl)-N-((1S)-2-((4-(3,5-dimethyl-1H-pyrazol-4-yl)phenyl)amino)-1-(4-methylcyclohexyl)-2-oxoethyl)-1H-pyrazole-5-carboxamide C1(CC=CC1)N1N=CC=C1C(=O)N[C@H](C(=O)NC1=CC=C(C=C1)C=1C(=NNC1C)C)C1CCC(CC1)C